C(C1=CC=CC=C1)SC1=C(C=C(C=C1F)C(C#N)(C)C)F 2-(4-benzylsulfanyl-3,5-difluoro-phenyl)-2-methyl-propanenitrile